BrC1=CC=C(C(=N1)NC(=O)[C@H]1N([C@H]2CC[C@@H]1C2)C(=O)OC(C)(C)C)C tert-Butyl (1S,3S,4R)-3-((6-bromo-3-methylpyridin-2-yl)carbamoyl)-2-azabicyclo[2.2.1]heptane-2-carboxylate